C(C)(C)C1=C(C(=C(C=C1)O)CCC1=CC=CC=C1)C1=CC=CC=C1 isopropyl-phenyl-phenethyl-phenol